FC1=C(C(=O)NC=2C=C3C(=NC2)NN=C3)C=CC=C1 2-fluoro-N-(1H-pyrazolo[3,4-b]pyridin-5-yl)benzamide